N-diazosulfamoyl fluoride [N+](=[N-])=NS(=O)(=O)F